3,5-dicarboxybenzenesulfonic acid butyltriphenylphosphonium salt C(CCC)[P+](C1=CC=CC=C1)(C1=CC=CC=C1)C1=CC=CC=C1.C(=O)([O-])C=1C=C(C=C(C1)C(=O)[O-])S(=O)(=O)[O-].C(CCC)[P+](C1=CC=CC=C1)(C1=CC=CC=C1)C1=CC=CC=C1.C(CCC)[P+](C1=CC=CC=C1)(C1=CC=CC=C1)C1=CC=CC=C1